C1=CC=CC=2C3=CC=CC=C3C(C12)COC(=O)N[C@H](C(=O)O)[C@@H](C)C1=CC=NC=C1 (2S,3S)-2-((((9H-fluoren-9-yl)methoxy)carbonyl)amino)-3-(pyridin-4-yl)butanoic acid